FC(C(=O)NC1=C(C=CC(=C1)C(F)(F)F)C=1N=NC(=CC1C)N[C@H]1CN(CCC1)C(C)C)(F)F (R)-2,2,2-Trifluoro-N-(2-(6-((1-isopropylpiperidin-3-yl)amino)-4-methylpyridazin-3-yl)-5-(trifluoromethyl)phenyl)acetamide